4-(2,3-Difluorophenoxy)but-2-yn-1-ol FC1=C(OCC#CCO)C=CC=C1F